C(CCCCCCCCCCCCCCCCCCCCC)C1C(=O)OC(C1)=O 2-(1-docosanyl)succinic anhydride